(4as,6s,8as)-4a-hydroxy-6-(2-hydroxypropan-2-yl)-8a-methyl-4-methyleneoctahydroxynaphthalen-1(2H)-one O[C@]12C(C(C(C([C@]2(C=C([C@](C1(O)O)(C(C)(C)O)O)O)C)=O)(O)O)(O)O)=C